N1(CCC(=CC1)C(=O)OC)C(=O)OC(C)(C)C 1-tert-butyl 4-methyl 3,6-dihydropyridine-1,4(2H)-dicarboxylate